C(CCCCCCCCCCC)(=O)N1CCN(CC1)C(CCCCCCCCCCC)=O 1-(4-dodecanoylpiperazin-1-yl)dodecan-1-one